4-(3-chloro-2-fluoro-phenyl)-7-[2-[(1r,5s)-3-methyl-3-azabicyclo[3.1.0]hexane-1-yl]ethynyl]quinazoline-4,6-diamine ClC=1C(=C(C=CC1)C1(NC=NC2=CC(=C(C=C12)N)C#C[C@@]12CN(C[C@H]2C1)C)N)F